2-fluoro-4-methyl-5-[8-(morpholin-4-yl)imidazo[1,2-b]pyridazin-6-yl]benzamide FC1=C(C(=O)N)C=C(C(=C1)C)C=1C=C(C=2N(N1)C=CN2)N2CCOCC2